BrC1=NC=C(C=C1OC1=CC=C(C=C1)C(C)(C)C1=CC=C(OC2CC(C2)NC(OC(C)(C)C)=O)C=C1)F tert-butyl ((1r,3r)-3-(4-(2-(4-((2-bromo-5-fluoropyridin-3-yl)oxy)phenyl) propan-2-yl)phenoxy)cyclobutyl)carbamate